Cl.C1N(CC2=CC=CC=C12)CC1=CC=C(C=2S(C=CC21)(=O)=O)OCC2CCNCC2 4-(isoindolin-2-ylmethyl)-7-(piperidin-4-ylmethoxy)benzo[b]thiophene 1,1-dioxide hydrochloride